(S)-1-(4-(benzylthio)phenoxy)-3-phenylpropan-2-amine C(C1=CC=CC=C1)SC1=CC=C(OC[C@H](CC2=CC=CC=C2)N)C=C1